1-isocyanato-3,5,5-trimethylcyclohexane N(=C=O)C1CC(CC(C1)(C)C)C